CC1(OB(OC1(C)C)C1=CC=2N(C=C1)C=C(N2)C(F)(F)F)C 7-(4,4,5,5-tetramethyl-1,3,2-dioxaborolan-2-yl)-2-(trifluoromethyl)imidazo[1,2-a]pyridine